Cl.Cl.N1C[C@H]([C@@]2(CC1)NCC1=CC=CC=C1C2)O (3R,3'R)-1,4-dihydro-2H-spiro[isoquinoline-3,4'-piperidin]-3'-ol 2HCl